C(#N)[C@H](C[C@H]1C(NCCC1)=O)NC([C@H](CC1CC1)NC(=O)C=1NC=CN1)=O N-[(1S)-2-[[(1S)-1-cyano-2-[(3S)-2-oxo-3-piperidyl]ethyl]amino]-1-(cyclopropylmethyl)-2-oxo-ethyl]-1H-imidazole-2-carboxamide